CN(CCN(C=1C=C(C=CC1NC(C=C)=O)C1=CC(=CC=C1)[C@@H](C(=O)NC=1SC(=CN1)CC)C)C)C (S)-N-(3-((2-(dimethylamino)ethyl)(methyl)amino)-3'-(1-((5-ethylthiazol-2-yl)amino)1-oxopropan-2-yl)-[1,1'-biphenyl]-4-yl)acrylamide